2-(2,5-difluorophenyl)pyrrolidine FC1=C(C=C(C=C1)F)C1NCCC1